C(C)C1C(=O)OCCCC1 ethylcaprolactone